2,2,2-trifluoroethyl 2-[(5-carbamoyl-6-methyl-3-pyridyl)amino]-2-oxo-acetate C(N)(=O)C=1C=C(C=NC1C)NC(C(=O)OCC(F)(F)F)=O